C(C=C)(=O)OCCCCCCCCCCCOC1=CC=C(C(=O)OC2=CC=C(C=C2)OC(=O)C2CCC(CC2)OCCCCCCCCCCCOC(C=C)=O)C=C1 4-(4-(11-(Acryloyloxy)undecyloxy)cyclohexanecarbonyloxy)phenyl 4-(11-(acryloyloxy)undecyloxy)benzoate